3-(Isoquinoline-7-yl)aniline C1=NC=CC2=CC=C(C=C12)C=1C=C(N)C=CC1